(5-chloro-4-fluoro-1H-indazol-7-yl)-(3,3-difluoro-1-methyl-cyclobutyl)methanone ClC=1C(=C2C=NNC2=C(C1)C(=O)C1(CC(C1)(F)F)C)F